ClC1=NN=C(C2=CC(=CC=C12)C)C1=C(C=C(C=C1)C)OC 1-chloro-4-(2-methoxy-4-methylphenyl)-6-methylphthalazine